O[C@@H]1CC([C@H](C\C=C/CCCC(=O)O)[C@H]1\C=C\[C@H](CCCCC)O)=O (5Z,11α,13E,15S)-11,15-Dihydroxy-9-oxo-prosta-5,13-dien-1-oic acid